C1(NN=CC2=CC=CC=C12)=O (2H)-phthalazinone